biphenylbenzyl-ammonium dichloride [Cl-].[Cl-].C=1(C(=CC=CC1)C1=CC=CC=C1C[NH3+])C1=CC=CC=C1.C=1(C(=CC=CC1)C1=CC=CC=C1C[NH3+])C1=CC=CC=C1